FC1=CC=2C(=C3N(C2C=C1)CCC3)C(=O)NCC=3N=CN(C3C)COCC[Si](C)(C)C 7-fluoro-N-((5-methyl-1-((2-(trimethylsilyl)ethoxy)methyl)-1H-imidazol-4-yl)methyl)-2,3-dihydro-1H-pyrrolo[1,2-a]indole-9-carboxamide